2-[4-(tetramethyl-1,3,2-dioxaborolan-2-yl)-1H-pyrazol-1-yl]ethan-1-ol CC1(C(OB(O1)C=1C=NN(C1)CCO)(C)C)C